N-(4-amino-2-fluorophenyl)acrylamide NC1=CC(=C(C=C1)NC(C=C)=O)F